6-(2-Hydroxyethoxy)-1,2-hexanediol OCCOCCCCC(CO)O